ClC1=C(C=C(C=C1)C(F)(F)F)N1N=NC(=C1C(F)(F)F)C(=O)NC1=CC=C(OC2=CC(=NC=C2)C(=O)NCCC)C=C1 4-(4-(1-(2-chloro-5-(trifluoromethyl)phenyl)-5-(trifluoromethyl)-1H-1,2,3-triazole-4-carboxamido)phenoxy)-N-propylpicolinamide